FC(C1=CC=C(C=C1)B(O)O)(F)F (4-(trifluoromethyl)-phenyl)boronic acid